4-(5-fluoro-8-oxo-11-(pyrrolidin-1-yl)-8H-dibenzo[3,4:6,7]cyclohepta[1,2-b]thiophen-2-yl)benzonitrile FC=1C=CC2=C(C3=C(SC(=C3)C3=CC=C(C#N)C=C3)C3=C(C2=O)C=CC(=C3)N3CCCC3)C1